C1=CC(=CC=C1C2(C3=C(C(=C(C(=C3Br)Br)Br)Br)C(=O)O2)C4=CC=C(C=C4)O)O 4,5,6,7-tetrabromophenolphthalein